[1,3-Bis(2,6-Di-3-pentylphenyl)imidazol-2-ylidene](3-chloropyridyl)palladium CCC(CC)C1=C(C(=CC=C1)C(CC)CC)N1C(N(C=C1)C1=C(C=CC=C1C(CC)CC)C(CC)CC)=[Pd]C1=NC=CC=C1Cl